benzo-(1,2,3)-thiadiazole S1N=NC2=C1C=CC=C2